N-((6S,7S)-5-(2-cyanooxetane-2-carbonyl)-6-((2,3'-difluoro-[1,1'-biphenyl]-3-yl)methyl)-5-azaspiro[2.4]heptan-7-yl)-1,1-difluoromethanesulfonamide C(#N)C1(OCC1)C(=O)N1CC2(CC2)[C@@H]([C@@H]1CC=1C(=C(C=CC1)C1=CC(=CC=C1)F)F)NS(=O)(=O)C(F)F